C1(CC1)N1N=C2C(N(C(N([C@@H]2C)C2CCN(CC2)C=2C(=NC=CC2C)OC)=O)CC2=C(C=CC=C2)C(F)(F)F)=C1 (R)-2-cyclopropyl-6-(2'-methoxy-4'-methyl-3,4,5,6-tetrahydro-2H-[1,3']bipyridinyl-4-yl)-7-methyl-4-(2-trifluoromethyl-benzyl)-2,4,6,7-tetrahydro-pyrazolo[4,3-d]pyrimidin-5-one